FC1=C(C=C(C=C1)CC(=O)N)C=1C=NC(=NC1)NC(C)(C)C1=NC=CC=C1F 2-[4-fluoro-3-(2-{[1-(3-fluoro(2-pyridyl))-isopropyl]amino}pyrimidin-5-yl)phenyl]acetamide